Phenyl(dimethylfluorenyl)(phenyldibenzofuranyl)triazine C1(=CC=CC=C1)C1=C(C(=NN=N1)C1=C(C=CC=2OC3=C(C21)C=CC=C3)C3=CC=CC=C3)C3=C(C(=CC=2C1=CC=CC=C1CC32)C)C